COCCN1[C@H](CN(CC1)C1=CC(=NC=C1)NC=1SC2=NC(=CC=C2N1)C1=CC=NC=C1)C (S)-N-(4-(4-(2-methoxyethyl)-3-methylpiperazin-1-yl)pyridin-2-yl)-5-(pyridin-4-yl)thiazolo[5,4-b]pyridin-2-amine